[Na+].C(=O)(C=C)C(C(=O)[O-])CCCCN (acryl-6-aminocaproic acid) sodium salt